CC1=CC=C(C=C1)S(=O)(=O)OCC1CCC(CC1)COS(=O)(=O)C1=CC=C(C)C=C1 1,4-bis(p-toluenesulfonyloxymethyl)cyclohexane